4-butoxymethoxy-1-methylbutylmagnesium chloride C(CCC)OCOCCCC(C)[Mg]Cl